1-(6-amino-4-ethoxyquinolin-2-yl)-1H-imidazole-4-carbonitrile NC=1C=C2C(=CC(=NC2=CC1)N1C=NC(=C1)C#N)OCC